(Z)-1-acetyl-3-((1-ethyl-5-isopropyl-1H-imidazol-4-yl)methylene)piperazine-2,5-dione C(C)(=O)N1C(/C(/NC(C1)=O)=C/C=1N=CN(C1C(C)C)CC)=O